2-(5-chloropyridin-3-yl)-7-(piperazin-1-yl)-4H-pyrido[1,2-a]pyrimidin-4-one ClC=1C=C(C=NC1)C=1N=C2N(C(C1)=O)C=C(C=C2)N2CCNCC2